N2-(2-(1H-pyrazol-1-yl)ethyl)-N4-phenyl-[1,1'-biphenyl]-2,4-diamine N1(N=CC=C1)CCNC=1C(=CC=C(C1)NC1=CC=CC=C1)C1=CC=CC=C1